C(C1=CC=CC=C1)OCC1=NN(C(N1CC)=O)C=1C=C2C=CN=C(C2=C(C1)O[C@H](C(F)(F)F)C)OC=1C(=C(C(=O)O)C=CC1F)Cl (S)-3-((6-(3-((benzyloxy)methyl)-4-ethyl-5-oxo-4,5-dihydro-1H-1,2,4-triazol-1-yl)-8-((1,1,1-trifluoropropan-2-yl)oxy)isoquinolin-1-yl)oxy)-2-chloro-4-fluorobenzoic acid